FC([C@@H](CCCCC1=NC=2NCCCC2C=C1)N([C@H]1CN(CC1)[C@@H](C(=O)O)C1=C(C(=CC(=C1)C(C)C)F)OC)C)F (R)-2-((R)-3-(((R)-1,1-difluoro-6-(5,6,7,8-tetrahydro-1,8-naphthyridin-2-yl)hexan-2-yl)(methyl)amino)pyrrolidin-1-yl)-2-(3-fluoro-5-isopropyl-2-methoxyphenyl)acetic acid